CC=1C(=NNC1)C1CN(CCO1)C1=NC(=NC=C1)C1=CN=C2N1C=C(N=C2)C(F)(F)F 2-(4-Methyl-1H-pyrazol-3-yl)-4-(2-(6-(trifluoromethyl)imidazo[1,2-a]pyrazin-3-yl)pyrimidin-4-yl)morpholine